1-[1-(6-chloro-3-methoxy-pyridazin-4-yl)-3,3-difluoro-propyl]pyrazol-4-amine ClC1=CC(=C(N=N1)OC)C(CC(F)F)N1N=CC(=C1)N